ClC1=C(C=CC=C1B1OC(C(O1)(C)C)(C)C)NC(=O)C1=NN2C([C@H](CCC2)N2CCC(CC2)O)=C1 (4S)-N-[2-chloro-3-(4,4,5,5-tetramethyl-1,3,2-dioxaborolan-2-yl)phenyl]-4-(4-hydroxy-1-piperidyl)-4,5,6,7-tetrahydropyrazolo[1,5-a]pyridine-2-carboxamide